BrC1=NN(C=N1)C=1N=NC(=CC1)C(F)(F)F (3-bromo-1H-1,2,4-triazol-1-yl)-6-(trifluoromethyl)pyridazine